(S)-N-(2-cyano-1-(4-(ethylsulfonyl)phenyl)ethyl)-4-((cyclopropylmethyl)(3,5-dicyclohexylphenyl)amino)benzamide C(#N)C[C@@H](C1=CC=C(C=C1)S(=O)(=O)CC)NC(C1=CC=C(C=C1)N(C1=CC(=CC(=C1)C1CCCCC1)C1CCCCC1)CC1CC1)=O